C(C1=CC=CC=C1)N1CC(C(CC1)=O)CC1=CNC2=C(C=CC=C12)OC 1-benzyl-3-((7-methoxy-1H-indol-3-yl)methyl)piperidin-4-one